C(C)(C)(C)C=1C=C(C=C(C1O)C(C)(C)C)C(C(=O)C1=C(C=CC=C1)C)C1=CC=CC=C1 2-(3,5-di-tert-butyl-4-hydroxyphenyl)-2-phenyl-1-(o-tolyl)ethan-1-one